N-(4-bromo-3-methylbenzyl)-1-(2-(4-(trifluoromethyl)phenyl)-2H-pyrazolo[3,4-d]pyrimidin-4-yl)piperidine-3-carboxamide BrC1=C(C=C(CNC(=O)C2CN(CCC2)C=2C=3C(N=CN2)=NN(C3)C3=CC=C(C=C3)C(F)(F)F)C=C1)C